O1C(C1)COC(=O)C1(CCC(=NO1)C1=C(C=C(C(=C1)N1C(N(C(N(C1=O)C)=S)C)=O)F)Cl)C 3-(2-chloro-5-(3,5-dimethyl-2,6-dioxo-4-thioxo-1,3,5-triazin-1-yl)-4-fluorophenyl)-6-methyl-5,6-dihydro-4H-1,2-oxazine-6-carboxylic acid oxiran-2-ylmethyl ester